C1(=CCCCC1)C=1C2=C(N=C(N1)OCC13CCCN3CCC1)C(=C(N=C2)C2=CC=CC1=CC=CC(=C21)CC)F 4-(cyclohex-1-en-1-yl)-7-(8-ethylnaphthalen-1-yl)-8-fluoro-2-((tetrahydro-1H-pyrrolizin-7a(5H)-yl)methoxy)pyrido[4,3-d]pyrimidine